5'-chloro-2'-(3-hydroxyazetidine-1-carbonyl)-7',8'-dihydro-6'H-spiro[cyclohexane-1,9'-furo[2,3-f]quinazoline]-7'-one ClC=1C=C2C(=C3C4(NC(NC13)=O)CCCCC4)OC(=C2)C(=O)N2CC(C2)O